3-(2-Bromo-4-(guanidinomethyl)phenoxy)propyl 4-bromobenzenesulfonate, sulfuric acid salt S(O)(O)(=O)=O.BrC1=CC=C(C=C1)S(=O)(=O)OCCCOC1=C(C=C(C=C1)CNC(=N)N)Br